(2-((3-methyldodec-1-en-1-yl)oxy)ethoxy)benzene CC(C=COCCOC1=CC=CC=C1)CCCCCCCCC